2-[2-fluoro-6-(methoxymethoxy)-8-(4,4,5,5-tetramethyl-1,3,2-dioxaborolan-2-yl)-1-naphthyl]ethynyl-triisopropylsilane FC1=C(C2=C(C=C(C=C2C=C1)OCOC)B1OC(C(O1)(C)C)(C)C)C#C[Si](C(C)C)(C(C)C)C(C)C